2-cyclopentene-1-methanol C1(C=CCC1)CO